CC(C[Si](C)(C)OC)CCl 3-chloroisobutyldimethylmethoxysilane